Cl.FN fluoroammonia hydrochloride